FC=1C=NC=C(C1N1C(N(C=2C=NC=3C=C(C(=CC3C21)C2=NN(N=C2)C)OC)C)=O)OC 1-(3-Fluoro-5-methoxypyridin-4-yl)-7-methoxy-3-methyl-8-(2-methyl-2H-1,2,3-triazol-4-yl)-1,3-dihydroimidazo[4,5-c]quinolin-2-one